2-(Diphenylphosphoryl)pyridin-3-ol lithium [Li].C1(=CC=CC=C1)P(=O)(C1=CC=CC=C1)C1=NC=CC=C1O